O=C1NC(CCC1N1C(C2=CC=C(C=C2C1=O)NS(=O)(=O)C1=C(C(=CC=C1)C)OC(F)(F)F)=O)=O N-[2-(2,6-dioxo-3-piperidyl)-1,3-dioxo-isoindolin-5-yl]-3-methyl-2-(trifluoromethoxy)benzenesulfonamide